(5-chloro-1H-indol-4-yl)acetic acid ClC=1C(=C2C=CNC2=CC1)CC(=O)O